CN1NN=CC=N1 3-methyltetrazine